4-(3-(3-(cyclopropylamino)azetidine-1-carbonyl)-4-fluorobenzyl)phthalazin-1(2H)-one C1(CC1)NC1CN(C1)C(=O)C=1C=C(CC2=NNC(C3=CC=CC=C23)=O)C=CC1F